N[C@@H]1CN(CC1)C1=CC(N(C=N1)CC1(CCN(CC1)C(C[C@@H](C)C1=CC=CC=C1)=O)O)=O 6-((S)-3-Aminopyrrolidin-1-yl)-3-((4-hydroxy-1-((R)-3-phenylbutanoyl)piperidin-4-yl)methyl)pyrimidin-4(3H)-one